IC=1C=CC(N(C1)C)=O 5-iodo-1-methylpyridin-2(1H)-one